[1,3-bis-(2,4,6-trimethylphenyl)-2-imidazolidinylidene]dichloro(3-methyl-2-butenylidene)(diethylphenylphosphine) ruthenium (II) [Ru+2].CC1=C(C(=CC(=C1)C)C)N1C(N(CC1)C1=C(C=C(C=C1C)C)C)=C(C=CC=C(C)C)P(C1=C(C(=CC=C1)Cl)Cl)CC